amino-lactose NC1(O)[C@H](O)[C@@H](O)[C@H](O[C@H]2[C@H](O)[C@@H](O)[C@@H](O)[C@H](O2)CO)[C@H](O1)CO